CNCC1=C(C(=O)O)C=CC=C1 2-[(Methylamino)methyl]benzoic acid